3-methyl-2-(pyridin-3-yl)-1H-indole-5-carbonitrile CC1=C(NC2=CC=C(C=C12)C#N)C=1C=NC=CC1